C1N(CC=2N=NC=3CCCCC3C21)C(CC2CN(C2)C2=NC=C(C=N2)C(F)(F)F)=O 1-(1,3,6,7,8,9-Hexahydro-pyrrolo[3,4-c]cinnolin-2-yl)-2-[1-(5-trifluoromethyl-pyrimidin-2-yl)-azetidin-3-yl]-ethanone